3-chloro-4-(1-(2,2,2-trifluoroethyl)azetidin-3-yl)aniline hydrochloride tert-Butyl-(3-chloro-4-(1-(2,2,2-trifluoroethyl)azetidin-3-yl)phenyl)carbamate C(C)(C)(C)N(C(O)=O)C1=CC(=C(C=C1)C1CN(C1)CC(F)(F)F)Cl.Cl.ClC=1C=C(N)C=CC1C1CN(C1)CC(F)(F)F